(S)-6-((1-(2,3-Dihydrobenzofuran-6-yl)ethyl)amino)-3-isopropyl-5-methylpyrimidine-2,4(1H,3H)-dione O1CCC2=C1C=C(C=C2)[C@H](C)NC2=C(C(N(C(N2)=O)C(C)C)=O)C